C(C)(C)(C)C1=C(C(=NC=C1)C1=NC=CC=C1)C(C)(C)C ditert-butylbipyridine